C1(CCC1)OC1CN(C1)C1=CC(N(N=C1)CC=1N(N=NC1C1=C(C=C(C=C1)C(F)(F)F)F)C)=O 5-[3-(cyclobutoxy)azetidin-1-yl]-2-[[5-[2-fluoro-4-(trifluoromethyl)phenyl]-3-methyl-triazol-4-yl]methyl]pyridazin-3-one